4-[(3S)-3-amino-3-methylpyrrolidin-1-yl]-N-[(1S)-1-cyclopropylethyl]-5-[3-(difluoromethoxy)-5-fluorophenyl]pyridine-3-carboxamide N[C@@]1(CN(CC1)C1=C(C=NC=C1C1=CC(=CC(=C1)F)OC(F)F)C(=O)N[C@@H](C)C1CC1)C